1-Ethyl 2-(2-(((1S,2S)-2-hydroxycyclohexyl)amino)pyridin-4-yl)oxazole-4-carboxylate O[C@@H]1[C@H](CCCC1)NC1=NC=CC(=C1)C=1OC=C(N1)C(=O)OCC